lactic acid anion C(C(O)C)(=O)[O-]